C(C=C)(=O)NCCNC(=O)C1=C(C=C(C=C1)B(O)O)F 4-(2-acrylamido-ethylcarbamoyl)-3-fluorophenylboronic acid